2-[3-ethylsulfonyl-5-(trifluoromethyl)pyrazolo[1,5-a]pyridin-2-yl]-6-(trifluoromethylsulfonyl)isoindolin-1-one C(C)S(=O)(=O)C=1C(=NN2C1C=C(C=C2)C(F)(F)F)N2C(C1=CC(=CC=C1C2)S(=O)(=O)C(F)(F)F)=O